6,7,9,10,17,18,20,21-octahydrodibenzo[b,k]-[1,4,7,10,13,16]hexaoxacyclooctadecin-2,13-dicarboxylic acid C1=C(C=CC=2OCCOCCOC3=C(OCCOCCOC21)C=CC(=C3)C(=O)O)C(=O)O